C(#N)C1=CC=C(C=C1)C(N1C[C@H](N(C[C@@H]1CO)C1=CC(N(C=2C=CC(=NC12)C#N)C)=O)C)C1=CC=C(C=C1)F 8-[(2r,5r)-4-[(4-cyanophenyl)(4-fluorophenyl)methyl]-5-(hydroxymethyl)-2-methylpiperazin-1-yl]-5-methyl-6-oxo-5,6-dihydro-1,5-naphthyridine-2-carbonitrile